16-hydroxy-9-hexadecenoic acid OCCCCCCC=CCCCCCCCC(=O)O